O=C1N(CCC(N1)=O)C1=CC=C(C=C1)N1CCC(CC1)CC=O 2-(1-(4-(2,4-dioxotetrahydropyrimidin-1(2H)-yl)phenyl)piperidin-4-yl)acetaldehyde